FCC(C)N1C(=NC(=C1)C(F)(F)F)C1=CC=C(C=C1)[N+](=O)[O-] 1-(1-fluoropropan-2-yl)-2-(4-nitrophenyl)-4-(trifluoromethyl)-1H-imidazole